methyl (2S)-2-{[(E)-{5-[3-amino-2,6-dioxo-4-(trifluoromethyl)-3,6-dihydropyrimidin-1(2H)-yl]-2-chloro-4-fluorobenzylidene}amino]oxy}propanoate NN1C(N(C(C=C1C(F)(F)F)=O)C=1C(=CC(=C(\C=N\O[C@H](C(=O)OC)C)C1)Cl)F)=O